CC(C)(C)[S@](=O)N[C@@H](C)C=1SC=C(C1)B1OC(C(O1)(C)C)(C)C (S)-2-methyl-N-((S)-1-(4-(4,4,5,5-tetramethyl-1,3,2-dioxaborolan-2-yl)thiophen-2-yl)ethyl)propane-2-sulfinamide